CN(CCN1N=C2C=C(C(=CC2=C1)NC(=O)C=1N=C(SC1)C=1C=NC=CC1)C1=CSC=C1)C N-(2-(2-(dimethylamino)ethyl)-6-(thiophene-3-yl)-2H-indazol-5-yl)-2-(pyridin-3-yl)thiazole-4-carboxamide